3-(5-((3-(bis(2-fluorophenyl)methyl)-2-oxoimidazolidin-1-yl)methyl)-4-fluoro-1-oxoisoindolin-2-yl)piperidine-2,6-dione FC1=C(C=CC=C1)C(N1C(N(CC1)CC=1C(=C2CN(C(C2=CC1)=O)C1C(NC(CC1)=O)=O)F)=O)C1=C(C=CC=C1)F